O1CC(C1)CN(C(C)=O)C1=CC=C(C=C1)C=1C=NC=CC1 N-(oxetan-3-ylmethyl)-N-(4-(pyridin-3-yl)phenyl)acetamide